5-[2,3-difluoro-4-[3-methyl-1-[2-(methylamino)-2-oxo-ethyl]pyrazol-4-yl]phenyl]-1-methyl-imidazole-2-carboxamide FC1=C(C=CC(=C1F)C=1C(=NN(C1)CC(=O)NC)C)C1=CN=C(N1C)C(=O)N